Cl.Cl.CC1C(CCCC1)CNN [(2-Methylcyclohexyl)methyl]hydrazine Dihydrochloride